COC[C@@H](C)N1C=NC2=C1C=C(C=C2)C=2C=C(C(N(C2)C)=O)C 5-[3-[(1R)-2-methoxy-1-methyl-ethyl]benzimidazol-5-yl]-1,3-dimethyl-pyridin-2-one